FC=1C(=C(C=CC1F)C1C(OC(C1C)(C)C(F)F)C(=O)NC1=CC(=NC=C1)C(=O)N)OC rac-4-[[3-(3,4-difluoro-2-methoxy-phenyl)-5-(difluoromethyl)-4,5-dimethyl-tetrahydrofuran-2-carbonyl]amino]pyridine-2-carboxamide